2'-(2-(6-([1,1'-biphenyl]-2-yl)-2-phenylpyrimidin-4-yl)phenyl)spiro[cyclohexane-1,9'-fluorene]-7'-carbonitrile C1(=C(C=CC=C1)C1=CC(=NC(=N1)C1=CC=CC=C1)C1=C(C=CC=C1)C1=CC=2C3(C4=CC(=CC=C4C2C=C1)C#N)CCCCC3)C3=CC=CC=C3